NC1=CC=C(C=C1)SC1=CC(=C(N)C=C1)OC 4-((4-aminophenyl)thio)-2-methoxyaniline